C(C)(C)(C)OC(/C=C/C1=CC(=C(C(=O)OC)C=C1)Cl)=O methyl (E)-4-(3-(tert-butoxy)-3-oxoprop-1-en-1-yl)-2-chlorobenzoate